C1(CCC1)OC1=C2CC[C@@H](N(C2=CC=C1C=1C=NN(C1)C1CS(CCC1)(=O)=O)C(=O)OC)C Methyl (2S)-5-cyclobutoxy-6-(1-(1,1-dioxidotetrahydro-2H-thiopyran-3-yl)-1H-pyrazol-4-yl)-2-methyl-3,4-dihydroquinoline-1(2H)-carboxylate